2-benzyl-4-methyl-6-((1-((2-(trimethylsilyl)ethoxy)methyl)-1H-indazol-4-yl)methyl)-4H-thiazolo[5',4':4,5]pyrrolo[2,3-d]pyridazin-5(6H)-one C(C1=CC=CC=C1)C=1SC2=C(N(C=3C(N(N=CC32)CC3=C2C=NN(C2=CC=C3)COCC[Si](C)(C)C)=O)C)N1